ethyl 2-(4-cyclopropoxyphenyl)-6-methyl-3-oxoimidazo[1,5-a]pyrazine-1-carboxylate C1(CC1)OC1=CC=C(C=C1)N1C(N2C(C=NC(=C2)C)=C1C(=O)OCC)=O